6-cyclopropyl-5-fluoro-N-[(5-fluoro-4-methylpyridin-3-yl)methyl]pyridine-3-carboxamide C1(CC1)C1=C(C=C(C=N1)C(=O)NCC=1C=NC=C(C1C)F)F